3-trimenthoxysilyl-propylamine C1(CC(C(CC1)C(C)C)O[Si](CCCN)(OC1CC(CCC1C(C)C)C)OC1CC(CCC1C(C)C)C)C